4-bromo-2-(4-vinylpiperidinyl)benzoic acid BrC1=CC(=C(C(=O)O)C=C1)N1CCC(CC1)C=C